(1S,3R)-3-{3-[(1,3-oxazol-5-ylacetyl)amino]-1H-pyrazol-5-yl}cyclopentyl propylcarbamate C(CC)NC(O[C@@H]1C[C@@H](CC1)C1=CC(=NN1)NC(CC1=CN=CO1)=O)=O